2-(3,4-dichlorophenyl)-1-methyl-4-oxo-6-[[3-(trifluoromethyl)pyrazol-1-yl]methyl]pyridine-3-carboxylic acid ClC=1C=C(C=CC1Cl)C=1N(C(=CC(C1C(=O)O)=O)CN1N=C(C=C1)C(F)(F)F)C